6-fluoro-7-methoxy-2-methylquinoline FC=1C=C2C=CC(=NC2=CC1OC)C